CC(C(=O)OC1=C(C=CC=C1)OCC)=C (ethoxy)phenol (methyl)acrylate